tert-butyl 2-(4-(1-(difluoromethyl) cyclopropane-1-carboxamido)-1H-indol-5-yl)-1H-pyrrole-1-carboxylate FC(C1(CC1)C(=O)NC1=C2C=CNC2=CC=C1C=1N(C=CC1)C(=O)OC(C)(C)C)F